ETHYL-3-BROMo-1-(3-CHLORoPYRIDIN-2-YL)-1H-PYRAZOL-5-CARBOXYLAT C(C)OC(=O)C1=CC(=NN1C1=NC=CC=C1Cl)Br